NC=1C=C(C=C2C=C(N=NC12)NC(=O)[C@H]1[C@H](C1)F)C=1C=NC=CC1C1CC1 (1S,2S)-N-(8-Amino-6-(4-cyclopropylpyridin-3-yl)cinnolin-3-yl)-2-fluorocyclopropanecarboxamide